C(=C)[Si](O[Si](C)(C1=CC=CC=C1)C=C)(C)C1=CC=CC=C1 1,3-divinyl-1,3-diphenyl-1,3-dimethyldisiloxane